((((adamantan-1-yl)methyl)amino)methyl)-3-bromo-N-hydroxybenzamide C12(CC3CC(CC(C1)C3)C2)CNCC2=C(C(=O)NO)C=CC=C2Br